5-[3-(4-Chloro-benzyloxy)-phenyl]-1H-benzoimidazol ClC1=CC=C(COC=2C=C(C=CC2)C2=CC3=C(NC=N3)C=C2)C=C1